FC1=CC=C(OC2=CC=C(C=N2)S(=O)(=O)N2[C@H]([C@@H]3CC[C@H](C2)N3C(=O)OCCOC)C(NO)=O)C=C1 (1s,2r,5r)-2-methoxyethyl 3-((6-(4-fluorophenoxy) pyridin-3-yl) sulfonyl)-2-(hydroxycarbamoyl)-3,8-diazabicyclo[3.2.1]octane-8-carboxylate